NC1=C(C(=C(C=C1)C=1C(=C2C(=NC1)NC[C@]21C[C@](CC1)(C(=O)N)C)Cl)F)C(N(C)C)=O (1R,3S)-5'-(4-Amino-3-(dimethylcarbamoyl)-2-fluorophenyl)-4'-chloro-3-methyl-1',2'-dihydrospiro[cyclopentane-1,3'-pyrrolo[2,3-b]pyridine]-3-carboxamide